CN(/C=C/C(=O)C12CC3CC(CC(C1)C3)C2)C (E)-3-(dimethylamino)-1-((3r,5r,7r)-adamantan-1-yl)-2-propen-1-one